O1C2=C(NCC1)C=CC=C2SC=2N=CC(=NC2)N2CCC(CC2)(C)CN (1-(5-((3,4-dihydro-2H-benzo[b][1,4]oxazin-8-yl)thio)pyrazin-2-yl)-4-methylpiperidin-4-yl)methanamine